2-{[(2S)-1,4-dioxan-2-yl]methyl}-8-(trifluoromethyl)-4,5-dihydro-2H-furo[2,3-g]indazole-7-carboxamide O1[C@H](COCC1)CN1N=C2C3=C(CCC2=C1)OC(=C3C(F)(F)F)C(=O)N